6-bromo-2-methylpyrazolo[1,5-a]pyrimidine-3-carboxylic acid ethyl ester C(C)OC(=O)C=1C(=NN2C1N=CC(=C2)Br)C